2-(benzyloxy)-3-hydroxy-propanal C(C1=CC=CC=C1)OC(C=O)CO